4-[(2-cyanophenyl)methyl]imidazole-1-carboxylic acid tert-butyl ester C(C)(C)(C)OC(=O)N1C=NC(=C1)CC1=C(C=CC=C1)C#N